4-(cyclopropanecarbonylamino)-2-(3-methylpyrrolidin-1-yl)benzoic acid C1(CC1)C(=O)NC1=CC(=C(C(=O)O)C=C1)N1CC(CC1)C